Cl.N1(CCNCC1)C1=NOC2=C1C=CC(=C2)N2C(NC(CC2)=O)=O 1-(3-(piperazin-1-yl)benzo[d]-isoxazol-6-yl)dihydropyrimidine-2,4(1H,3H)-dione hydrochloride